O1COC2=C1C=CC(=C2)[C@@H](NC(N[C@H](COC(N(CC2=CSC=C2)CC2=CSC=C2)=O)CCCC)=O)CC(=O)OC methyl (6S,10S)-10-(1,3-benzodioxol-5-yl)-6-butyl-3,8-dioxo-1-(3-thienyl)-2-(3-thienylmethyl)-4-oxa-2,7,9-triazadodecan-12-oate